(R)-2-methyl-1-phenyl-((R)-1-phenylethyl)-1-propylamine CC([C@H](C1=CC=CC=C1)N[C@H](C)C1=CC=CC=C1)C